4,6-dimethyl-5-n-butyl-dibenzothiophenium methanesulfonate CS(=O)(=O)[O-].CC1=CC=CC2=C1[S+](C1=C2C=CC=C1C)CCCC